NC1=NC=C(C(=N1)N)OC1=C(C=C2C(=C(NC2=C1)C(=O)O)C)C(C)C 6-(2,4-Diamino-pyrimidin-5-yloxy)-5-isopropyl-3-methyl-1H-indole-2-carboxylic acid